(S)-N-(2-(3-chloro-2-fluorophenyl)propan-2-yl)-2-(1-methylpyrrolidin-2-yl)acetamide ClC=1C(=C(C=CC1)C(C)(C)NC(C[C@H]1N(CCC1)C)=O)F